F[N+](F)(F)F.[Cu+3] copper (III) tetrafluoro-ammonium